N-(2-((2-(dimethylamino)ethyl)(methyl)amino)-5-((4-(1-(2-formyl-3-((4-methoxybenzyl)oxy)benzyl)-1H-indol-3-yl)pyrimidin-2-yl)amino)-4-methoxyphenyl)acetamide CN(CCN(C1=C(C=C(C(=C1)OC)NC1=NC=CC(=N1)C1=CN(C2=CC=CC=C12)CC1=C(C(=CC=C1)OCC1=CC=C(C=C1)OC)C=O)NC(C)=O)C)C